P(=O)(O)(O)[Ca] phosphonocalcium